[Na].S(=O)(=O)(OC(CCCCCCC)=O)CCO.[Na] sodium caprylyl isethionate, sodium salt